NC1CN(CC1)C=1C=CC=2N(CC=C(N2)C2=CC3=C(N=C(S3)C)C=C2)C1 7-(3-aminopyrrolidin-1-yl)-2-(2-methyl-1,3-benzothiazol-6-yl)-4H-pyrido[1,2-a]pyrimidin